7-((cyclopropylmethyl)(5-(4,4-difluoropiperidine-1-carbonyl)pyridin-2-yl)amino)-2-methyl-[1,2,4]triazolo[4,3-a]pyridin-3(2H)-one C1(CC1)CN(C1=CC=2N(C=C1)C(N(N2)C)=O)C2=NC=C(C=C2)C(=O)N2CCC(CC2)(F)F